4,7,10-tris[2-(tert-butoxy)-2-oxoethyl]-1,4,7,10-tetraazacyclododecan C(C)(C)(C)OC(CN1CCNCCN(CCN(CC1)CC(OC(C)(C)C)=O)CC(OC(C)(C)C)=O)=O